CC1=CC=NC(=N1)S(=O)(=O)C 6-methyl-2-(methylsulfonyl)pyrimidine